C12(CC(C1)C2)N2N=NC(=C2)[C@H](C2=C1C=CN=CC1=CC=C2)NC=2C=C1C(=C(C=NC1=C(C2)Cl)C#N)NCC(C)(C)C (S)-6-(((1-(bicyclo[1.1.1]pentan-1-yl)-1H-1,2,3-triazol-4-yl)(isoquinolin-5-yl)methyl)amino)-8-chloro-4-(neopentylamino)quinoline-3-carbonitrile